O=C1NC(CCC1N1C(C2=CC=C(C=C2C1=O)CN1CC(C1)N1CCN(CC1)C1=NC(=CC=C1)C1=CN=C2N1N=C(C=C2)N2C(CCC2)C2=CC(=CC=C2)F)=O)=O 2-(2,6-dioxopiperidin-3-yl)-5-((3-(4-(6-(6-(2-(3-fluorophenyl)pyrrolidin-1-yl)imidazo[1,2-b]pyridazin-3-yl)pyridin-2-yl)piperazin-1-yl)azetidin-1-yl)methyl)isoindoline-1,3-dione